(bromomethyl)-2-fluorobenzene BrCC1=C(C=CC=C1)F